2-cyclohexyl-N4-(2-(4-methylpiperazin-1-yl)ethyl)-N6-pyridin-2-yl-1,3,5-triazine-2,4,6-triamine C1(CCCCC1)C1(NC(=NC(=N1)NCCN1CCN(CC1)C)NC1=NC=CC=C1)N